C(N)(=N)C=1C=C(SC1)CNC(=O)[C@H]1N(CCC1)C(CNC(CCCCCC1=CC=CC=C1)=O)=O (2S)-N-[(4-carbamimidoylthiophen-2-yl)methyl]-1-[2-(6-phenylhexanamido)acetyl]pyrrolidine-2-carboxamide